4'-((phenoxycarbonyl)amino)-[1,1'-biphenyl]-3-carboxylic acid O(C1=CC=CC=C1)C(=O)NC1=CC=C(C=C1)C1=CC(=CC=C1)C(=O)O